C(N)(=O)C1=C(C=C(C=C1)N(C(=O)[C@@H]1N(CC1)S(=O)(=O)C1=C(C(=C(C(=C1F)F)F)F)F)CC1=NC=C(C=C1)C1CCCCC1)O (R)-N-(4-carbamoyl-3-hydroxyphenyl)-N-((5-cyclohexylpyridin-2-yl)methyl)-1-((perfluorophenyl)sulfonyl)azetidine-2-carboxamide